C(C1=CC=CC=C1)[N+]#[C-] BENZYL ISOCYANIDE